N1N=NC(=C1)C=1C=C(C=CC1)NC(CC(C)=O)=O N-(3-(1H-1,2,3-triazol-4-yl)phenyl)-3-oxobutanamide